CC1=C(C=CC=2N(C=NC21)C2=NC(C(C1=CC=CC=C21)(F)F)(C)C)C 1-(4,5-dimethyl-1H-benzimidazol-1-yl)-4,4-difluoro-3,3-dimethyl-3,4-dihydroisoquinoline